NC1=C(C=C(C=C1)N1CCN(CC1)C(=O)OC(C)(C)C)O tert-butyl 4-(4-amino-3-hydroxyphenyl)piperazine-1-carboxylate